C1N(CC12CNC2)C2=CC=C(C=C2)NC=2C(=NC=C(N2)N2C[C@@H](CCC2)N2C(N(CC2)C)=O)C(=O)N (R)-3-((4-(2,6-diazaspiro[3.3]heptan-2-yl)phenyl)amino)-5-(3-(3-methyl-2-oxoimidazolidin-1-yl)piperidin-1-yl)pyrazine-2-carboxamide